C(#N)C1(C(C1)C#CC)N1C(=CC2=CC(=CC=C12)[C@@H]1CC(OCC1)(C)C)C(=O)N(C1=CC=CC=C1)C 1-(1-cyano-2-(prop-1-yn-1-yl)cyclopropyl)-5-((S)-2,2-dimethyltetrahydro-2H-pyran-4-yl)-N-methyl-N-phenyl-1H-indole-2-carboxamide